OC[C@@H](C1=CC=CC=C1)N[C@H](C#N)C1(CCCCC1)C (S)-2-(((R)-2-hydroxy-1-phenylethyl)amino)-2-(1-methylcyclohexyl)acetonitrile